N-[1-[4-cyano-1-(5-cyano-2-pyridinyl)-3-(methylamino)-1H-pyrazol-5-yl]ethyl]-N-methyl-3,5-bis(trifluoromethyl)benzamide C(#N)C=1C(=NN(C1C(C)N(C(C1=CC(=CC(=C1)C(F)(F)F)C(F)(F)F)=O)C)C1=NC=C(C=C1)C#N)NC